C(C)N(C1=CC=C2C=C(C(OC2=C1)=O)C=O)CC L-7-(diethylamino)coumarin-3-carbaldehyde